CC1CCC(CC1)NC(=O)C=1C(N(C2=NC=C(C=C2C1)C1=NC=CC=N1)CCN1CCOCC1)=O N-(4-methylcyclohexyl)-1-(2-morpholinylethyl)-2-oxo-6-(pyrimidin-2-yl)-1,2-dihydro-1,8-naphthyridine-3-carboxamide